N-[4-Fluoro-2-methyl-5-[[5-(2,2,2-trifluoroethyl)pyridin-2-yl]carbamoyl]phenyl]-2-methyl-1,3-thiazole-5-carboxamide FC1=CC(=C(C=C1C(NC1=NC=C(C=C1)CC(F)(F)F)=O)NC(=O)C1=CN=C(S1)C)C